N-(3-fluorobenzyl)-6',7'-dihydrospiro[cyclopentane-1,5'-pyrazolo[1,5-a]pyrrolo[3,4-d]pyrimidine]-8'-amine FC=1C=C(CNC2=C3C(=NC=4N2N=CC4)C4(NC3)CCCC4)C=CC1